FC(C1=CC(=NC(=C1)C(F)(F)F)N1[C@@H]([C@H](CC1)O)C(=O)N(C)C1=CC=C(C=C1)F)(F)F (2S,3S)-1-(4,6-bis(trifluoromethyl)-pyridin-2-yl)-N-(4-fluorophenyl)-3-hydroxy-N-methylpyrrolidine-2-carboxamide